5-amino-4-(3-benzyloxy-2,6-dimethyl-phenyl)-3-cyano-1-methyl-pyrazolo[3,4-b]pyridine-6-carboxamide NC=1C(=C2C(=NC1C(=O)N)N(N=C2C#N)C)C2=C(C(=CC=C2C)OCC2=CC=CC=C2)C